2,6-dibutyl-naphthalene C(CCC)C1=CC2=CC=C(C=C2C=C1)CCCC